2-(2,6-dioxopiperidin-3-yl)-5-(4-(2-(1-(2-(p-tolyl)imidazo[1,2-a]pyridin-7-yl)piperidin-4-yl)ethyl)piperazin-1-yl)isoindoline-1,3-dione O=C1NC(CCC1N1C(C2=CC=C(C=C2C1=O)N1CCN(CC1)CCC1CCN(CC1)C1=CC=2N(C=C1)C=C(N2)C2=CC=C(C=C2)C)=O)=O